(1R,3R,5S)-N-{6-[6-(dimethylamino)-5-(1H-pyrazol-4-yl)pyridin-2-yl]pyridazin-3-yl}-N-methyl-8-azabicyclo[3.2.1]octan-3-amine CN(C1=C(C=CC(=N1)C1=CC=C(N=N1)N(C1C[C@H]2CC[C@@H](C1)N2)C)C=2C=NNC2)C